tert-butyl 2-(((tert-butoxycarbonyl)(cyclobutylmethyl)amino)methyl)-6-((8-morpholinoimidazolo[1,2-b]pyridazine-2-carboxamido)methyl)-1H-indole-1-carboxylate C(C)(C)(C)OC(=O)N(CC1CCC1)CC=1N(C2=CC(=CC=C2C1)CNC(=O)C=1N=C2N(N=CC=C2N2CCOCC2)C1)C(=O)OC(C)(C)C